1-(2,3-dihydrobenzofuran-6-yl)ethylketone O1CCC2=C1C=C(C=C2)C(C)C(=O)C(C)C2=CC1=C(CCO1)C=C2